N1N=CC=2N=CN=C(C21)NCC2=CC=C(C=C2)P(O)(O)=O 4-([1H-pyrazolo[4,3-d]pyrimidin-7-ylamino]methyl)phenylphosphonic acid